N(=[N+]=[N-])C1(CN(C1)C(=O)OC(C)(C)C)C1=CC=C(C=C1)F tert.-butyl 3-azido-3-(4-fluorophenyl)azetidine-1-carboxylate